(5alpha)-androstenone C[C@@]12C=CC[C@H]1[C@@H]1CC[C@H]3CC(=O)CC[C@]3(C)[C@H]1CC2